METHYL-3-ISOCYANO-3-(4-BROMOPHENYL)PROPIONATE COC(CC(C1=CC=C(C=C1)Br)[N+]#[C-])=O